1-benzyl-1,2,3,4-tetrahydro-5H-benzo[e][1,4]diazepin-5-one C(C1=CC=CC=C1)N1CCNC(C2=C1C=CC=C2)=O